C(C)N(S(=O)(=O)C1CCN(CC1)C(=O)OCCCC)C Butyl 4-[ethyl(methyl)sulfamoyl]piperidine-1-carboxylate